1,3-dimethyl-4,5-diiodoimidazole triiodonium salt [IH2+].[IH2+].[IH2+].CN1CN(C(=C1I)I)C